3-(3-propylbicyclo[2.2.1]hept-5-en-2-yl)-prop-2-en-1-ol C(CC)C1C(C2C=CC1C2)C=CCO